(4-ethoxy-4-oxo-butan-2-yl)-citrat C(C)OC(CC(C)C(C(=O)[O-])C(O)(C(=O)[O-])CC(=O)[O-])=O